5-(2-fluorophenyl)-1H-pyrrole FC1=C(C=CC=C1)C1=CC=CN1